1-(1'-(azetidin-3-yl)-[1,4'-bipiperidin]-4-yl)-3-(4-(4-methoxyphenoxy)phenyl)-1H-pyrazolo[3,4-d]pyrimidin-4-amine N1CC(C1)N1CCC(CC1)N1CCC(CC1)N1N=C(C=2C1=NC=NC2N)C2=CC=C(C=C2)OC2=CC=C(C=C2)OC